CC1(C2=CC=CC=C2C=2C=C(C=CC12)C=1C=C(C=CC1)C1=NC(=CC(=N1)C1=CC=CC=C1)C1=CC=CC=C1)C 2-(3-(9,9-dimethyl-9H-fluoren-3-yl)phenyl)-4,6-diphenylpyrimidine